2-(5-(((1s,2s,3r,5r)-2-fluoro-9-azabicyclo[3.3.1]non-3-yl)oxy)pyrazin-2-yl)-5-(1H-imidazol-1-yl)phenol F[C@H]1[C@@H]2CCC[C@H](C[C@H]1OC=1N=CC(=NC1)C1=C(C=C(C=C1)N1C=NC=C1)O)N2